(1r,4r)-4-((tert-butoxycarbonyl)(2-(6'-carbamoyl-4,6-dichloro-2'-fluoro-3'-(((S)-tetrahydrofuran-2-yl)methoxy)-[1,1'-biphenyl]-3-yl)-2-phenylethyl)amino)cyclohexane-1-carboxylic acid C(C)(C)(C)OC(=O)N(C1CCC(CC1)C(=O)O)CC(C1=CC=CC=C1)C=1C=C(C(=CC1Cl)Cl)C1=C(C(=CC=C1C(N)=O)OC[C@H]1OCCC1)F